OCC1CCC(CO1)N1C2=NC(=NC=C2N(C1=O)C)NC=1C(=CC2=C(CCO2)C1)C 9-(6-(hydroxymethyl)tetrahydro-2H-pyran-3-yl)-7-methyl-2-((6-methyl-2,3-dihydrobenzofuran-5-yl)amino)-7,9-dihydro-8H-purin-8-one